C(N)(=O)C=1C(=CC(=NC1)NC(=O)C1CC1)NC=1C(=C(C(=O)OC(C)(C)C)C=CC1)OC tert-butyl 3-((5-carbamoyl-2-(cyclopropanecarboxamido) pyridin-4-yl) amino)-2-methoxybenzoate